N1=CC(=CC=C1)OC(=O)C1=C(NC(=C(C1C1=CC(=CC=C1)[N+](=O)[O-])C(=O)OC)C)C 3-pyridyl-5-(methoxycarbonyl)-2,6-dimethyl-4-(3-nitrophenyl)-1,4-dihydropyridine-3-formate